BrC1=CC(=C(CN2C(N(CCC2)C)=O)C=C1)F 1-(4-bromo-2-fluorobenzyl)-3-methyltetrahydropyrimidin-2(1H)-one